2H-1,2-benzothiazine-3-carboxamide 1,1-dioxide S1(NC(=CC2=C1C=CC=C2)C(=O)N)(=O)=O